tert-butyl 6-methoxy-7-(((trifluoromethyl)sulfonyl)oxy)-3,4-dihydroisoquinoline-2(1H)-carboxylate COC=1C=C2CCN(CC2=CC1OS(=O)(=O)C(F)(F)F)C(=O)OC(C)(C)C